tert-butyl (2S,4S)-2-(2-(2-((tert-butyldimethylsilyl)oxy)ethoxy)-4-(methoxycarbonyl) phenyl)-4-(prop-2-yn-1-yloxy)piperidine-1-carboxylate [Si](C)(C)(C(C)(C)C)OCCOC1=C(C=CC(=C1)C(=O)OC)[C@H]1N(CC[C@@H](C1)OCC#C)C(=O)OC(C)(C)C